(Z)-5'-fluoro-N'-hydroxy-4,6'-dimethyl-[3,4'-bipyridine]-2'-formamidine FC=1C(=CC(=NC1C)/C(=N/O)/N)C=1C=NC=CC1C